C(C)(=O)OC1O[C@@H]([C@H]([C@@H]([C@H]1NC(CC1CCCCC1)=O)OC(C)=O)OC(C)=O)COC(C)=O (3R,4R,5S,6R)-6-(acetoxymethyl)-3-(2-cyclohexylacetamido)tetrahydro-2H-pyran-2,4,5-triyl triacetate